ClC1=C2C(=NC=C1)NC(=C2)C=2C=C(C=CC2)NC(CCN2CCCCC2)=O N-(3-(4-Chloro-1H-pyrrolo[2,3-b]pyridin-2-yl)phenyl)-3-(piperidin-1-yl)propanamide